BrC1=NN(C(=C1C(N)=O)N(C)C(=O)OC(C)(C)C)[C@@H]1CN(CC1)C(=O)OC(C)(C)C tert-butyl (S)-3-(3-bromo-5-((tert-butoxycarbonyl)(methyl)amino)-4-carbamoyl-1H-pyrazol-1-yl)pyrrolidine-1-carboxylate